C(C)(=O)C1=C(NC(=C(C1C=1C2=C(SC1)C=CC=C2)C(=O)OC)C)C 3-(3-Acetyl-5-(methoxycarbonyl)-2,6-dimethyl-1,4-dihydropyridin-4-yl)benzo[b]thiophen